1-(oxetan-3-yl)indole-6-carboxylic acid O1CC(C1)N1C=CC2=CC=C(C=C12)C(=O)O